C(C)(=O)N1CCN(CC1)C1=C(C=C(C(=C1)OC)NC1=NC=NC(=C1)N1OCC[C@@H]1C1=CC(=CC=C1)Cl)NC(C=C)=O N-(2-(4-acetylpiperazine-1-yl)-5-((6-((R)-3-(3-chlorophenyl)isoxazolidine-2-yl)pyrimidine-4-yl)amino)-4-methoxyphenyl)acrylamide